methyl 4-vinylhexahydropyridazine-3-carboxylate C(=C)C1C(NNCC1)C(=O)OC